butenediamide C(C=CC(=O)N)(=O)N